N-(2-chloro-4-fluoro-3-iodophenyl)-N-(ethylsulfonyl)ethylsulfonamide ClC1=C(C=CC(=C1I)F)N(S(=O)=O)CCS(=O)(=O)CC